ClCC(C(=O)Cl)(CC)C(F)F 2-(chloromethyl)-2-(difluoromethyl)butyryl chloride